C(C)OP(C1=CC=C(C=C1)CCCC)C1=CC=C(C=C1)CCCC ethoxydi(4-butylphenyl)phosphine